C1(CC1)C=1N=C2N(C=C(N=C2)C2=CC(=C(C=C2)F)C(C)C)C1C1=C(C=C(OC(/C=C/C(=O)O)=O)C=C1)F (2E)-4-(4-{2-cyclopropyl-6-[4-fluoro-3-(propan-2-yl)phenyl]imidazo[1,2-a]pyrazin-3-yl}-3-fluorophenoxy)-4-oxobut-2-enoic acid